(R)-methyl 3-(N-(2-(3-fluoropiperidin-1-yl)-5-(methylsulfonyl) phenyl) sulfamoyl)-4-methoxybenzoate F[C@H]1CN(CCC1)C1=C(C=C(C=C1)S(=O)(=O)C)NS(=O)(=O)C=1C=C(C(=O)OC)C=CC1OC